ClC1=C(C=CC(=C1)Cl)C(C(C)NC(=O)C=1C(=NN(C1)C)C(F)F)OC N-[2-(2,4-dichlorophenyl)-2-methoxy-1-methylethyl]-3-(difluoromethyl)-1-methyl-pyrazole-4-carboxamide